C1(CC1)C1=C(C=C(C(=C1)I)C)NC1=CC(=C2C(=N1)C(=CN2C)C#N)C 5-[(2-cyclopropyl-4-iodo-5-methylphenyl)amino]-1,7-dimethylpyrrolo[3,2-b]pyridine-3-carbonitrile